C(C1=C(C=CC=C1)N=C=O)C1=C(C=CC=C1)N=C=O Methylenediphenyldiisocyanate